O=CCCCCCCCCCCCCCC(=O)N 15-oxopentadecanamide